(S)-N-(4-(3-aminopiperidin-1-yl)-5-(1-(2,2-difluoroethyl)-1H-pyrazol-4-yl)pyridin-2-yl)-2-(2-fluoro-6-methoxyphenyl)pyrimidin-4-amine hydrochloride Cl.N[C@@H]1CN(CCC1)C1=CC(=NC=C1C=1C=NN(C1)CC(F)F)NC1=NC(=NC=C1)C1=C(C=CC=C1OC)F